ClC=1C=C2CCN(CC2=CC1)C(=O)N1C[C@H](OCC1)C 6-chloro-2-((R)-2-methylmorpholine-4-carbonyl)-1,2,3,4-tetrahydroisoquinoline